OCCC1=C2C(=NC=3C=CC=CC13)C1=CC3=C(C(N1C2)=O)COC(C3)=O 11-(2-hydroxyethyl)-1,12-dihydro-14H-pyrano[3',4':6,7]indolizino[1,2-b]quinoline-3,14(4H)-dione